1-((2S,4R)-4-((4-(5-(aminomethyl)-1,3,4-oxadiazol-2-yl)phenyl)amino)-2-methyl-3,4-dihydroquinolin-1(2H)-yl)propan-1-one dibutyl-furandicarboxylate C(CCC)C1=C(C(=C(O1)C(=O)O)C(=O)O)CCCC.NCC1=NN=C(O1)C1=CC=C(C=C1)N[C@@H]1C[C@@H](N(C2=CC=CC=C12)C(CC)=O)C